C(C1=CC=CC=C1)OC(=O)N[C@H](C(=O)N[C@H](CCC(=O)OC)C(=O)OC(C)(C)C)C(C)(C)C 1-(tert-butyl) 5-methyl ((S)-2-(((benzyloxy)carbonyl)amino)-3,3-dimethylbutanoyl)-D-glutamate